ClC1=CC(=C(C=C1C=1C=NC2=CC(=NC=C2C1)N(C)CC1=CC=C(C=C1)OC)N1CC=C(C=C1)C(C)(C)C#N)F N-(4-chloro-2-fluoro-5-(7-((4-methoxybenzyl)(methyl)amino)-1,6-naphthyridin-3-yl)phenyl)-4-(2-cyanoprop-2-yl)pyridine